FC(C=1OC(=O)C2=CC(=CC(=C2C1C1=CC=CC=C1)C)C)(F)F 3-trifluoromethyl-5,7-dimethyl-4-phenyl-isocoumarin